C(C)C=1C(NC2=CC(=CC=C2C1)CO)=O 3-ethyl-7-(hydroxymethyl)-1H-quinolin-2-one